FC(C(F)F)(F)OC(C(F)F)(F)F 1,1,2,2-Tetrafluoroethylether